CC1(COC(OC1)CC1(CC=CC1)\C=C\[N+](=O)[O-])C 5,5-Dimethyl-2-({1-[(E)-2-nitroethenyl]cyclopent-3-en-1-yl}methyl)-1,3-dioxane